C1(CCCCC1)COC(=O)N1C2CN(CC1CC2)CC2=C(N=C1N2C=CC=N1)C1=CC=C(C=C1)Cl 3-{[2-(4-chlorophenyl)imidazo[1,2-a]pyrimidin-3-yl]methyl}-3,8-diazabicyclo[3.2.1]octane-8-carboxylic acid cyclohexylmethyl ester